CN(S(=O)(=O)C)C1=C(C(=O)N2CCC3=NC(=CC=C32)S(=O)(=O)N3CCN(CC3)C(=O)OC(C)(C)C)C=CC=C1 tert-butyl 4-((1-(2-(N-methylmethylsulfonamido)benzoyl)-2,3-dihydro-1H-pyrrolo[3,2-b]pyridin-5-yl)sulfonyl)piperazine-1-carboxylate